FC(S(=O)(=O)N[C@@H]1[C@H](C1)NC(CC1=NC=C2C=CC(=NC2=C1)C1=NC(=CC=C1)N1C[C@@H](O[C@@H](C1)C)C)=O)F N-((1S,2S)-2-((difluoromethyl)sulfonamido)cyclopropyl)-2-(2-(6-((cis)-2,6-dimethylmorpholino)pyridin-2-yl)-1,6-naphthyridin-7-yl)acetamide